OC[C@H](CC=1C=C2C=CC(=NC2=CC1)OC)NC(OC(C)(C)C)=O tert-butyl N-[(2S)-1-hydroxy-3-(2-methoxyquinolin-6-yl)propan-2-yl]carbamate